C1(CC1)(C(=O)OCC)C(=O)[O-] monoethyl 1,1-cyclopropanedicarboxylate